N-(1-benzyl-3-(trifluoromethyl)pyrrolidin-3-yl)-2-(6-chloro-5-(hydroxymethyl)-2-methyl-3-oxo-2,3-dihydropyridazin-4-yl)acetamide C(C1=CC=CC=C1)N1CC(CC1)(C(F)(F)F)NC(CC=1C(N(N=C(C1CO)Cl)C)=O)=O